FC(S(=O)(=O)OC=1N=C2N(C(C1Cl)=O)C=CC=C2)(F)F chloro-4-oxo-4H-pyrido[1,2-a]pyrimidin-2-yl trifluoromethanesulfonate